palmitoylamide propyltrimethylammonium salt C(CC)[N+](C)(C)C.C(CCCCCCCCCCCCCCC)(=O)[NH-]